N-(5,6-dimethylpyrazin-2-yl)-5-[4-[[(2S)-1-ethylazetidin-2-yl]methoxy]-2-methyl-pyrazol-3-yl]pyrazolo[1,5-a]pyridin-2-amine CC=1N=CC(=NC1C)NC1=NN2C(C=C(C=C2)C=2N(N=CC2OC[C@H]2N(CC2)CC)C)=C1